(S,E)-6-(4-(bis(methyl-d3)amino)but-2-enoyl)-4-(2-(1-ethyl-3-(trifluoromethyl)-1H-pyrazol-4-yl)phenyl)-4,5,6,7-tetrahydrothieno[2,3-c]pyridine-2-carbonitrile C([2H])([2H])([2H])N(C/C=C/C(=O)N1CC2=C([C@@H](C1)C1=C(C=CC=C1)C=1C(=NN(C1)CC)C(F)(F)F)C=C(S2)C#N)C([2H])([2H])[2H]